6-bromo-1,3-benzoxazol BrC1=CC2=C(N=CO2)C=C1